(S)-5-((5-(4-fluoro-2-methoxy-6-(pyrrolidin-3-ylmethoxy)phenyl)-1H-pyrazol-3-yl)amino)pyrazine-2-carbonitrile FC1=CC(=C(C(=C1)OC[C@@H]1CNCC1)C1=CC(=NN1)NC=1N=CC(=NC1)C#N)OC